6-bromo-1H-pyrrolo[3,2-b]pyridine-2-carbaldehyde BrC=1C=C2C(=NC1)C=C(N2)C=O